ClC=1C=CC=C2C=CC=C(C12)N1CC=2N=C(N=C(C2CC1)N1CCNCC(C1)F)OC[C@H]1N(CCC1)C 7-(8-chloro-1-naphthyl)-4-(6-fluoro-1,4-diazepan-1-yl)-2-[[(2S)-1-methylpyrrolidin-2-yl]methoxy]-6,8-dihydro-5H-pyrido[3,4-d]pyrimidine